N-(2-(2-Cyclohexyl-5-ethyl-7-oxo-3-(2-oxo-2-((4-(trifluoromethyl)phenyl)amino)ethyl)-3,7-dihydro-[1,2,4]triazolo[1,5-a]pyrimidin-6-yl)phenyl)acrylamide C1(CCCCC1)C1=NN2C(=NC(=C(C2=O)C2=C(C=CC=C2)NC(C=C)=O)CC)N1CC(NC1=CC=C(C=C1)C(F)(F)F)=O